CC1=C(OC2=C(C=C(C=C2C1=O)C)[C@@H](C)NC1=C(C#N)C=CC=C1)C1=CC=CC=C1 2-[[(1R)-1-(3,6-Dimethyl-4-oxo-2-phenyl-chromen-8-yl)ethyl]amino]benzonitrile